C(#N)C1=C(C=CC=C1C=1OC2=C(N1)C=C(C(=C2)OC(F)F)CN2[C@@H](CCC2)C(=O)O)C2=C(C(=CC=C2)C=2OC1=C(N2)C=C(C(=C1)OC(F)F)CN1CC(C1)(C)C)C#N ((2-(2,2'-dicyano-3'-(6-(difluoromethoxy)-5-((3,3-dimethylazetidin-1-yl)methyl)benzo[d]oxazol-2-yl)-[1,1'-biphenyl]-3-yl)-6-(difluoromethoxy)benzo[d]oxazol-5-yl)methyl)-L-proline